tris(2-hydroxyethyl)methylamine acetate C(C)(=O)O.OCCC(N)(CCO)CCO